CO[C@H]1CN2C(OC1)=C(C=N2)[S@@](=O)(N)=NC(NC2=C(C(=CC=C2C2=CC(=NC=C2)OC)C(F)(F)F)C)=O (R,6S)-6-methoxy-N'-((6-(2-methoxypyridin-4-yl)-2-methyl-3-(trifluoromethyl)phenyl)carbamoyl)-6,7-dihydro-5H-pyrazolo[5,1-b][1,3]oxazine-3-sulfonimidamide